BrC(C)(C(CC\C(=C\CC\C(=C\CC[C@]1(OC2=C(C(=C(C(=C2CC1)C)O[Si](C)(C)C(C)(C)C)C)C)C)\C)\C)O)C (6E,10E)-2-bromo-13-((R)-6-((tert-butyldimethylsilyl)-oxy)-2,5,7,8-tetramethyl-chroman-2-yl)-2,6,10-trimethyltrideca-6,10-dien-3-ol